[3-(aminomethyl)morpholin-4-yl]-[4-[[3-[4-(difluoromethoxy)phenyl]imidazo[1,2-a]pyrazin-8-yl]amino]-2-methylphenyl]methanone NCC1N(CCOC1)C(=O)C1=C(C=C(C=C1)NC=1C=2N(C=CN1)C(=CN2)C2=CC=C(C=C2)OC(F)F)C